N-((1S,2S)-2-(dimethylamino)cyclohexyl)-4-toluenesulfonamide CN([C@@H]1[C@H](CCCC1)NS(=O)(=O)C1=CC=C(C)C=C1)C